C1(CCC1)N(C(OC(C)(C)C)=O)CCNC(C1=CN=C(C(=C1)NC(=O)C=1C=NN2C1SC(=C2)C2=C1N(N=C2)CCC1)C)=O tert-butyl cyclobutyl(2-(5-(2-(5,6-dihydro-4H-pyrrolo[1,2-b]pyrazol-3-yl)pyrazolo[5,1-b]thiazole-7-carboxamido)-6-methylnicotinamido) ethyl)carbamate